5-(4-isopropylpiperazin-1-ylmethyl)-2-chloropyridine C(C)(C)N1CCN(CC1)CC=1C=CC(=NC1)Cl